ClC=1C(=CC(=C(C1)N(C(=O)[C@H]1N(C2=CC=CC=C2C1)C1=NC(=CC(=C1)C(F)(F)F)C)C)F)F (S)-N-(5-chloro-2,4-difluorophenyl)-N-methyl-1-(6-methyl-4-(trifluoromethyl)pyridin-2-yl)indoline-2-carboxamide